OC=1C(C=CC=CC1[C@H]1O[C@@H](CC1)C)=O 2-hydroxy-3-((2S,5R)-5-methyltetrahydrofuran-2-yl)cyclohepta-2,4,6-trien-1-one